carbon gamma-aminobutyric acid NCCCC(=O)O.[C]